3-(4,4-difluorocyclohexyl)propanoic acid FC1(CCC(CC1)CCC(=O)O)F